CC=1N=CC2=C(N1)CC1CCC2N1 2-Methyl-6,7,8,9-tetrahydro-5H-5,8-epiminocyclohepta[d]pyrimidine